Isopropyl (E)-3-(2-((5-(3-nitrophenyl)-3-oxopent-4-en-1-yl)oxy)phenyl)propanoate [N+](=O)([O-])C=1C=C(C=CC1)/C=C/C(CCOC1=C(C=CC=C1)CCC(=O)OC(C)C)=O